4-(2,5-Diazabicyclo[2.2.2]octan-2-yl)-7-(7,8-difluoro-3-hydroxynaphthalen-1-yl)-2-(((S)-1-methylpyrrolidin-2-yl)methoxy)-6-(trifluoromethyl)pyrido[3,4-d]pyrimidin-8(7H)-one C12N(CC(NC1)CC2)C=2C1=C(N=C(N2)OC[C@H]2N(CCC2)C)C(N(C(=C1)C(F)(F)F)C1=CC(=CC2=CC=C(C(=C12)F)F)O)=O